C(C(=O)C)(=O)OC1=CNC2=CC=CC=C12 3-indolyl pyruvate